tert-butyl 4-(3-(3,5-dichloro-4-(morpholine-4-carbonyl)phenylamino)azetidin-1-yl)piperidine-1-carboxylate ClC=1C=C(C=C(C1C(=O)N1CCOCC1)Cl)NC1CN(C1)C1CCN(CC1)C(=O)OC(C)(C)C